4-(4-acryloyl-3-(cyanomethyl)piperazin-1-yl)-7-(8-methylnaphthalen-1-yl)-5,6,7,8-tetrahydropyrido[3,4-d]pyrimidine-2-carboxylic acid C(C=C)(=O)N1C(CN(CC1)C=1C2=C(N=C(N1)C(=O)O)CN(CC2)C2=CC=CC1=CC=CC(=C21)C)CC#N